2-((3S,5R,6S)-5-(3-chlorophenyl)-6-(4-chlorophenyl)-1-(dicyclopropylmethyl)-3-methyl-2-oxopiperidin-3-yl)acetic acid ClC=1C=C(C=CC1)[C@H]1C[C@@](C(N([C@@H]1C1=CC=C(C=C1)Cl)C(C1CC1)C1CC1)=O)(C)CC(=O)O